4-hydroxy-1,3,5-triazine-6-thiol OC1=NC=NC(=N1)S